COC(=O)C1(C2C3C4C=CC(C3C(C1)C2)C4)C 8-methoxycarbonyl-8-methyltetracyclo[4.4.0.12,5.17,10]-3-dodecene